C(C1=CC=CC=C1)OC(=O)NCCCCCC(=O)O 6-(benzyloxyformylamino)-hexanoic acid